ClC1=C(C=CC=C1)NC(C1=CC=C(C=C1)NC1=NC(=NC=C1F)NC1=CC=C(C=C1)C(NC1=CC=C(C=C1)CN1CCN(CC1)C1=CC=C(C=C1)C1C(NC(CC1)=O)=O)=O)=O N-(2-chlorophenyl)-4-((2-((4-((4-((4-(4-(2,6-dioxopiperidin-3-yl)phenyl)piperazin-1-yl)methyl)phenyl)carbamoyl)phenyl)amino)-5-fluoropyrimidin-4-yl)amino)benzamide